N-((1s,3s)-3-(6-((3-(4-((2-(2,6-dioxopiperidin-3-yl)-1,3-dioxoisoindoline-5-yl)glycyl)piperazin-1-yl)benzyl)amino)-9H-purin-9-yl)cyclobutyl)-6-methylpicolinamide O=C1NC(CC[C@@H]1N1C(C2=CC=C(C=C2C1=O)NCC(=O)N1CCN(CC1)C=1C=C(CNC2=C3N=CN(C3=NC=N2)C2CC(C2)NC(C2=NC(=CC=C2)C)=O)C=CC1)=O)=O